1-ethyl-9,10-bis(acetoxy)anthracene C(C)C1=CC=CC2=C(C3=CC=CC=C3C(=C12)OC(C)=O)OC(C)=O